4-[(3S)-3-(4-bromo-3-methyl-phenoxy)butyl]piperidine BrC1=C(C=C(O[C@H](CCC2CCNCC2)C)C=C1)C